4-ethyl-1-phenyl-imidazole C(C)C=1N=CN(C1)C1=CC=CC=C1